C(C)C(CSP(=S)(OCC(CCCC)CC)[O-])CCCC.O=S.[Mo+] molybdenum oxy sulfide di(2-ethylhexyl)dithiophosphate